(S)-1-(3-chlorothiophene-2-carbonyl)-N-(3,4,5-trifluorophenyl)pyrrolidine-3-carboxamide ClC1=C(SC=C1)C(=O)N1C[C@H](CC1)C(=O)NC1=CC(=C(C(=C1)F)F)F